ClC1=C(C=CC=C1)C1=C(C=CC(=C1)OC1CC1)S(=O)(=O)N1CCC(CC1)(C(=O)O)F 1-((2'-chloro-5-cyclopropoxy-[1,1'-biphenyl]-2-yl)sulfonyl)-4-fluoropiperidine-4-carboxylic acid